N1N=CC(=C1)NC1=NC(=NC2=CC=CC=C12)NC1=CC=C(C=C1)CC#N 2-(4-((4-((1H-Pyrazole-4-yl)amino)quinazolin-2-yl)amino)phenyl)acetonitrile